FC1=C(C=C(CN2C[C@@H]3[C@H](C2)CC(C3)NC=3N=NC(=CC3)S(=O)C3=CC=CC=C3)C=C1)C (3aR,5s,6aS)-2-(4-fluoro-3-methylbenzyl)-N-(6-(phenylsulfinyl)pyridazin-3-yl)octahydrocyclopenta[c]pyrrol-5-amine